ethylamino disulfide phosphoramidite P(O)(O)N.C(C)SSN